3-((1-(((1R,4R)-2-Oxa-5-azabicyclo[2.2.1]heptan-5-yl)methyl)cyclopropyl)-methoxy)-6-bromo-1-chloro-5-fluoro-7,9-dihydrofuro[3,4-f]quinazoline [C@H]12OC[C@H](N(C1)CC1(CC1)COC1=NC=3C(=C(C4=C(C3C(=N1)Cl)COC4)Br)F)C2